butyl 4-(6-(2-cyclopentylacetyl)-5,6,7,8-tetrahydro-1,6-naphthyridin-2-yl)-3,6-dihydropyridine-1(2H)-carboxylate C1(CCCC1)CC(=O)N1CC=2C=CC(=NC2CC1)C=1CCN(CC1)C(=O)OCCCC